ClC=1C=C2C(=C3C4(NC(NC13)=O)CCCCC4)OC(=C2)CNCC(F)(F)F 5'-chloro-2'-{[(2,2,2-trifluoroethyl)amino]methyl}-7',8'-dihydro-6'H-spiro[cyclohexane-1,9'-furo[2,3-f]quinazoline]-7'-one